ClC=1N=CC2=C(N1)N(C=C2C2CC2)COCC[Si](C)(C)C 2-chloro-5-cyclopropyl-7-{[2-(trimethylsilyl)ethoxy]methyl}-7H-pyrrolo[2,3-d]pyrimidine